4-(methylthio)-2-oxo-6-(4-(trifluoromethyl)phenyl)-2H-pyran-3-carbonitrile CSC1=C(C(OC(=C1)C1=CC=C(C=C1)C(F)(F)F)=O)C#N